COC=1C(=NC=C(C1)C(F)(F)F)CC(=O)OC(C)(C)C tert-butyl 2-[3-methoxy-5-(trifluoromethyl)pyridin-2-yl]acetate